nickel-chromium carbon [C].[Cr].[Ni]